N-methyl-3-(4,4,5,5-tetramethyl-1,3,2-dioxaborolan-2-yl)-4-[[4-(trifluoromethyl)phenyl]methylamino]benzenesulfonamide CNS(=O)(=O)C1=CC(=C(C=C1)NCC1=CC=C(C=C1)C(F)(F)F)B1OC(C(O1)(C)C)(C)C